1'-phenylmethanesulfonyl-1',2'-dihydrospiro[cyclopentane-1,3'-indole] C1(=CC=CC=C1)CS(=O)(=O)N1CC2(C3=CC=CC=C13)CCCC2